FC1=CC(=C(OC=2C=C(C=C(C2)C)C=2C3=C(C(N(C2)C)=O)C=C(S3)C(=O)NCCCO)C(=C1)C)C 7-(3-(4-fluoro-2,6-dimethylphenoxy)-5-methylphenyl)-N-(3-hydroxypropyl)-5-methyl-4-oxo-4,5-dihydrothieno[3,2-c]pyridine-2-carboxamide